2-((1R,2S)-1-(2-cyanophenyl)-1-(1-isopropyl-1H-pyrazol-4-yl)propan-2-yl)-5-hydroxy-N-(isoxazol-4-yl)-1-methyl-6-oxo-1,6-dihydropyrimidine-4-carboxamide C(#N)C1=C(C=CC=C1)[C@@H]([C@H](C)C=1N(C(C(=C(N1)C(=O)NC=1C=NOC1)O)=O)C)C=1C=NN(C1)C(C)C